O=C1CC[C@H](N1)C(=O)OCC Ethyl (S)-5-oxopyrrolidine-2-carboxylate